C1=CC(=CC=C1[N+](=O)[O-])OC2=C(C=C(C=C2)[N+](=O)[O-])C(F)(F)F 2-trifluoromethyl-4,4'-dinitrodiphenyl ether